1-[8-fluoro-5-(dioxan-2-yloxy)-3,4-dihydro-2H-quinolin-1-yl]ethanone FC=1C=CC(=C2CCCN(C12)C(C)=O)OC1OCCOC1